N,N-Dimethyltrithian-5-amine CN(C)C1CSSSC1